4-Ethyl-6-((4-(1-ethyl-1H-benzo[d][1,2,3]triazol-6-yl)-5-fluoropyrimidin-2-yl)amino)-8-((diethylamino)methyl)-2H-benzo[b][1,4]oxazin-3(4H)-one C(C)N1C2=C(OCC1=O)C(=CC(=C2)NC2=NC=C(C(=N2)C=2C=CC1=C(N(N=N1)CC)C2)F)CN(CC)CC